4-{5-[5-Chloro-6-(2-methoxyethoxy)-1H-indazol-3-yl]-1,2-oxazol-3-yl}-N,N-dimethylbenzamid ClC=1C=C2C(=NNC2=CC1OCCOC)C1=CC(=NO1)C1=CC=C(C(=O)N(C)C)C=C1